COC[C@H](C)NC(=O)C1=NC2=CC=CC(=C2N=C1)C1=CC=C(C=C1)C(F)(F)F (S)-N-(1-methoxypropan-2-yl)-5-(4-(trifluoromethyl)phenyl)quinoxaline-2-carboxamide